dodecyl-diisopropyl-(3-trimethoxysilylpropyl)ammonium chloride [Cl-].C(CCCCCCCCCCC)[N+](CCC[Si](OC)(OC)OC)(C(C)C)C(C)C